C(#N)C=1C(=C(C(=NC1N1[C@H](CC1)C)N1C[C@@H]2C([C@@H]2C1)CC(=O)O)[2H])C(F)(F)F 2-((1R,5S,6R)-3-(5-cyano-6-((S)-2-methylazetidine-1-yl)-4-(trifluoromethyl)pyridin-2-yl-3-d)-3-azabicyclo[3.1.0]hexan-6-yl)acetic acid